FC1(CC(C1)C=O)F 3,3-difluoro-cyclobutane-carbaldehyde